1-((3-((trans-3-cyanocyclobutyl)sulfonyl)phenyl)carbonyl)-2-piperidinecarboxamide C(#N)[C@@H]1C[C@H](C1)S(=O)(=O)C=1C=C(C=CC1)C(=O)N1C(CCCC1)C(=O)N